4-methyl-6-(4-methylpiperazin-1-yl)pyridin-3-amine CC1=C(C=NC(=C1)N1CCN(CC1)C)N